COC1=C(C=CC=C1)C[N+]1=CC(=CC=C1)CC(=O)[O-] 2-[1-[(2-methoxyphenyl)methyl]pyridin-1-ium-3-yl]acetate